α-D-glucopyranosyl-(1→4)-α-D-glucopyranosyl-(1→4)-α-D-glucopyranosyl-(1→4)-D-glucose [C@H]1([C@H](O)[C@@H](O)[C@H](O)[C@H](O1)CO)O[C@H]1[C@@H]([C@H]([C@H](O[C@@H]1CO)O[C@H]1[C@@H]([C@H]([C@H](O[C@@H]1CO)O[C@@H]([C@@H]([C@H](C=O)O)O)[C@H](O)CO)O)O)O)O